FC1=CC=C2C=C(C=C(C2=C1C#C[Si](C(C)C)(C(C)C)C(C)C)C1=CC=2N=C(N=CC2C(=N1)N1C(CC1)C(F)(F)F)SC)OCOC 7-[7-fluoro-3-(methoxymethoxy)-8-[2-(triisopropylsilyl)ethynyl]naphthalen-1-yl]-2-(methylsulfanyl)pyrido[4,3-d]pyrimidin-5-yl-2-(trifluoro-methyl)azetidine